(E)-2-methyl-N-propylidenepropane-2-sulfinamide CC(C)(C)S(=O)/N=C/CC